6'-chloro-2'-oxo-r-(1H-pyrazol-4-yl)-1,3-dihydrospiro[indene-2,3'-indoline]-5-carboxylic acid ClC1=CC=C2[C@@]3(C(N(C2=C1)C=1C=NNC1)=O)CC1=CC=C(C=C1C3)C(=O)O